1-(tert-butyl) 2-methyl (5S)-5-(methoxymethyl)pyrrolidine-1,2-dicarboxylate COC[C@@H]1CCC(N1C(=O)OC(C)(C)C)C(=O)OC